O1C(=CC=C1C(=O)O)C(=O)O.C(CCCCN)N pentylene-diamine 2,5-furandicarboxylate